CC=1C=C(C=CC1OC1=CC=2N(C=C1)N=CN2)NC=2C1=C(N=CN2)C=CC(=N1)N1[C@H](CNCC1)C N-(3-methyl-4-{[1,2,4]triazolo[1,5-a]pyridin-7-yloxy}phenyl)-6-[(2S)-2-methylpiperazin-1-yl]pyrido[3,2-d]pyrimidin-4-amine